C(C)(C)(C)C1=CC(=NC=N1)C=1NC2=CC=C(C=C2C1)SC1(CC1)C(=O)O 1-((2-(6-(tert-Butyl)pyrimidin-4-yl)-1H-indol-5-yl)thio)cyclopropane-1-carboxylic acid